C(C)(C)(C)[Si](C)(C)OC([2H])([2H])C=1OC(=CC1)C([2H])([2H])O[Si](C)(C)C(C)(C)C tert-butyl-[[5-[[tert-butyl(dimethyl)silyl]oxy-dideuterio-methyl]-2-furyl]-dideuterio-methoxy]-dimethyl-silane